2-((4-(2-((2,6-dimethylpyrimidin-4-yl)amino)pyrazolo[1,5-a]pyridin-5-yl)-6-methylpyridin-3-yl)oxy)-1-(1-methylcyclopropyl)ethan-1-ol CC1=NC(=CC(=N1)NC1=NN2C(C=C(C=C2)C2=C(C=NC(=C2)C)OCC(O)C2(CC2)C)=C1)C